O1C(OCC1)CCCCS(=O)(=O)\C=C/[C@@H](C)NC(OC(C)(C)C)=O tert-butyl (R,Z)-(4-((4-(1,3-dioxolan-2-yl)butyl)sulfonyl)but-3-en-2-yl)carbamate